N-((S)-1-(6-(((R)-1-(6-chloropyridin-3-yl)ethyl)amino)-2-morpholinopyrimidin-4-yl)ethyl)-5-methoxypicolinamide ClC1=CC=C(C=N1)[C@@H](C)NC1=CC(=NC(=N1)N1CCOCC1)[C@H](C)NC(C1=NC=C(C=C1)OC)=O